(1R,4S)-2-methyl-2-azabicyclo[2.2.1]hept-5-en-3-one CN1[C@H]2C=C[C@@H](C1=O)C2